N1-[5-fluoro-4-(7-fluoro-3-isopropyl-2-methyl-benzimidazol-5-yl)pyrimidin-2-yl]benzene-1,4-diamine FC=1C(=NC(=NC1)NC1=CC=C(C=C1)N)C1=CC2=C(N=C(N2C(C)C)C)C(=C1)F